FC1(CCN(CC1)C1=NC(=NC=C1)C(=O)O)F 4-(4,4-difluoropiperidin-1-yl)pyrimidine-2-carboxylic acid